N-(2-chloro-4,5-difluoro-3-iodophenyl)-N-((2-(trimethylsilyl)ethoxy)methyl)propane-1-sulfonamide ClC1=C(C=C(C(=C1I)F)F)N(S(=O)(=O)CCC)COCC[Si](C)(C)C